piperidine-4-carboxylic acid HCl salt Cl.N1CCC(CC1)C(=O)O